OC(C1=CC(=CC(=N1)C(=O)NC)C(=O)N[C@@H]1[C@H](C1)C)C1=NC(=CC=C1)C 6-(hydroxy(6-methylpyridin-2-yl)methyl)-N2-methyl-N4-((1S,2S)-2-methylcyclopropyl)pyridine-2,4-dicarboxamide